NCCC=1C=NC(=NC1)C1=C(C=C(C#N)C=C1)SC1=CN=NC(=C1)N1CCOCC1 4-[5-(2-aminoethyl)pyrimidin-2-yl]-3-(6-morpholin-4-ylpyridazin-4-yl)sulfanylbenzonitrile